Tetraglycerin Stearate C(CCCCCCCCCCCCCCCCC)(=O)O.OCC(O)CO.OCC(O)CO.OCC(O)CO.OCC(O)CO